(4-chloropyridin-2-yl)pyrimidin-2-amine ClC1=CC(=NC=C1)C1=NC(=NC=C1)N